BrCC(CC1=NC2=CC=CC=C2C=C1)=O bromoacetonylquinoline